6-(3-Ethoxyphenyl)-N-[(2-oxo-1H-pyridin-3-yl)sulfonyl]-2-[(4S)-2,2,4-trimethylpyrrolidin-1-yl]pyridin-3-carboxamid C(C)OC=1C=C(C=CC1)C1=CC=C(C(=N1)N1C(C[C@@H](C1)C)(C)C)C(=O)NS(=O)(=O)C=1C(NC=CC1)=O